NC1=CC(=C(CN2C(N([C@H](C3=CC=C(C=C23)C(=O)NCC2=C(C=C(C=C2F)F)F)C)C)=O)C(=C1)F)F (S)-1-(4-amino-2,6-difluorobenzyl)-3,4-dimethyl-2-oxo-N-(2,4,6-trifluorobenzyl)-1,2,3,4-tetrahydro-quinazoline-7-carboxamide